CC=1N=C(SC1C1=NC(=NC=C1C#N)NC1=NC=C(C=C1)N1CCN(CC1)C)NC 4-(4-methyl-2-(methylamino)thiazol-5-yl)-2-((5-(4-methylpiperazin-1-yl)pyridin-2-yl)amino)pyrimidine-5-carbonitrile